tert-butyl ((8-((3-((1s,3s)-3-(cyanomethyl)-1-(4-methyl-4H-1,2,4-triazol-3-yl)cyclobutyl)phenyl)carbamoyl)-[1,2,4]triazolo[1,5-a]pyridin-6-yl)methyl)(1-methylcyclopropyl)carbamate C(#N)CC1CC(C1)(C1=NN=CN1C)C=1C=C(C=CC1)NC(=O)C=1C=2N(C=C(C1)CN(C(OC(C)(C)C)=O)C1(CC1)C)N=CN2